N-{4-[(6-chloro-3-{[(3-methoxyphenyl)methyl](methyl)amino}pyridazin-4-yl)amino]pyridin-2-yl}-3-(4-methylpiperazin-1-yl)propanamide ClC1=CC(=C(N=N1)N(C)CC1=CC(=CC=C1)OC)NC1=CC(=NC=C1)NC(CCN1CCN(CC1)C)=O